C1(CC1)CN1C(CSCC1)=O 4-(cyclopropylmethyl)-3-thiomorpholinone